6-AMINO-1H-PYRAZOLO[3,4-D]PYRIMIDINE NC1=NC=C2C(=N1)NN=C2